FC1=CC=C(C=C1)N1C(=C(C=C1C)C(CN1CCCC1)=O)C 1-[1-(4-Fluorophenyl)-2,5-dimethyl-1H-pyrrol-3-YL]-2-(pyrrolidin-1-YL)ethane-1-one